C1(C=2C(C(N1)=O)=CC=CC2)=O.[K] Potassium phthalimide salt